ClC1=C(C=C(C=2C(N3[C@@H](COC21)CN(CC3)C(=O)OC(C)(C)C)=O)OC)C3=C(C=CC=C3O)F tert-butyl (12aR)-10-chloro-9-(2-fluoro-6-hydroxyphenyl)-7-methoxy-6-oxo-3,4,12,12a-tetrahydro-6H-pyrazino[2,1-c][1,4]benzoxazepine-2(1H)-carboxylate